(S)-2-amino-3-(4-(4-hydroxyphenoxy)phenyl)propanoic acid N[C@H](C(=O)O)CC1=CC=C(C=C1)OC1=CC=C(C=C1)O